Tert-Butyl-4-chloro-6-methyl-5H,6H,7H,8H-pyrido[3,4-d]pyrimidine C(C)(C)(C)C=1N=C(C2=C(N1)CNC(C2)C)Cl